OCCOC1(CC=CC2=CC(=CC=C12)C1=CC=CC=C1)C1=C(C=CC2=CC(=CC=C12)C1=CC=CC=C1)OCCO 1,2'-bis(2-hydroxyethoxy)-6,6'-diphenyl-1,1'-binaphthyl